BrC=1C=C2C(=[N+](C1)[O-])OCCO2.[S+2] sulfur (ii) 7-bromo-2,3-dihydro-[1,4]dioxino[2,3-b]pyridine-5-oxide